(3,5-Dibromo-4-hydroxyphenyl)(2-ethyl-4-methylbenzofuran-3-yl)methanone BrC=1C=C(C=C(C1O)Br)C(=O)C1=C(OC2=C1C(=CC=C2)C)CC